[Cl-].C(CCCCCCCCCCCCCCC)[N+](C)(CC)CC hexadecyl-diethyl-methyl-ammonium chloride